N1(CCCCC1)C1=C(CN2CCCC23CCN(CC3)C(=O)N3N=C(C=C3)C(=O)O)C=CC(=C1)C(F)(F)F 1-(1-(2-(piperidin-1-yl)-4-(trifluoromethyl)benzyl)-1,8-diazaspiro[4.5]decane-8-carbonyl)-1H-pyrazole-3-carboxylic acid